C(C)(C)(C)OC(=O)N1CC(C(CC1)N[C@H](C)C1=CC=CC=C1)(F)F 3,3-difluoro-4-[[(1R)-1-phenylethyl]amino]piperidine-1-carboxylic acid tert-butyl ester